anti-thiazoline S1C=NCC1